[Si](C)(C)(C(C)(C)C)OC1=C(C=C(C=O)C=C1OC)OC 4-((tert-butyldimethylsilyl)oxy)-3,5-dimethoxybenzaldehyde